N-(3-chloro-5-methylbenzyl)-2-(1-ethyl-1H-indol-3-yl)ethan-1-amine hydrochloride Cl.ClC=1C=C(CNCCC2=CN(C3=CC=CC=C23)CC)C=C(C1)C